ClC=1C=C(C(=NC1NC=1C=C2C=C(C(N(C2=CC1)C)=O)OCC(=O)NC)N1C[C@@H](C[C@@H](C1)C)C(=O)O)C#N (3R,5S)-1-(5-chloro-3-cyano-6-((1-methyl-3-(2-(methylamino)-2-oxoethoxy)-2-oxo-1,2-dihydroquinolin-6-yl)amino)pyridin-2-yl)-5-methylpiperidine-3-carboxylic acid